C(C1=CC=CC=C1)NC(=O)C1(CCOCC1)N(C(=O)C1OC1)C=1C=C2C=NN(C2=CC1)C N-Benzyl-4-(N-(1-methyl-1H-indazol-5-yl)oxirane-2-carboxamido)tetrahydro-2H-pyran-4-carboxamide